SC(CC(=O)NN=C(C)C=1C=NC(=NC1)OCCCC(=O)O)(C)C 4-((5-(1-(2-(3-Mercapto-3-methylbutanoyl)hydrazineylidene)ethyl)pyrimidin-2-yl)oxy)butanoic acid